OC1CC(N(CC1)C(C(CC)C)=O)C=1NC(=CN1)C1=CC=C(C=C1)C 1-(4-Hydroxy-2-(5-(p-tolyl)-1H-imidazol-2-yl)piperidin-1-yl)-2-methylbutan-1-one